2-(4-fluoro-3-(4-(5-(trifluoromethyl)pyrimidin-2-yl)piperazine-1-carbonyl)benzyl)-2H-indazole-7-carboxamide FC1=C(C=C(CN2N=C3C(=CC=CC3=C2)C(=O)N)C=C1)C(=O)N1CCN(CC1)C1=NC=C(C=N1)C(F)(F)F